BrC1=C(C(=O)O)C=C(C=C1)SC=1N=NC(=C(C1C#N)C)C 2-Bromo-5-[(4-cyano-5,6-dimethylpyridazin-3-yl)sulfanyl]benzoic acid